(R)-6-(1-aminoethyl)pyrazin-2-amine N[C@H](C)C1=CN=CC(=N1)N